C(C)(C)P(=O)(C(C)C)NC=1OC=CN1 (diisopropylphosphinyl)aminooxazole